4-[2-({2-[3-methyl-6-(methylcarbamoyl)-1H-indol-1-yl]propanoyl}amino)-4-(1H-1,2,3-triazol-1-ylmethyl)phenyl]butanoic acid CC1=CN(C2=CC(=CC=C12)C(NC)=O)C(C(=O)NC1=C(C=CC(=C1)CN1N=NC=C1)CCCC(=O)O)C